1-Naphthylisothiocyanate C1(=CC=CC2=CC=CC=C12)N=C=S